(4-(3-Isopropyl-1,2,4-oxadiazol-5-yl)-3,6-dihydropyridin-1(2H)-yl)(5-(2,4,5-trifluoro-3-hydroxyphenyl)-1,2,4-oxadiazol-3-yl)methanone C(C)(C)C1=NOC(=N1)C=1CCN(CC1)C(=O)C1=NOC(=N1)C1=C(C(=C(C(=C1)F)F)O)F